O.FC(C(=O)[O-])(F)F.[Mn+2].FC(C(=O)[O-])(F)F manganese trifluoroacetate hydrate